Terpinen-4-ol-ol C12=C(C(C(C(C1(C)C)C2)(O)O)C2(C(=C1C(C(C2)C1)(C)C)C)C1C(=C2C(C(C1)C2)(C)C)C)C